2-[cyano-(5-fluoro-3-pyridinyl)amino]-N-(2,2-dimethylpropyl)-5-methyl-thiazole-4-carboxamide C(#N)N(C=1SC(=C(N1)C(=O)NCC(C)(C)C)C)C=1C=NC=C(C1)F